C(C)NC(=O)C1=NC=C(C=C1)NC1=C2C(=NC(=C1)OC=1C=NC(=CC1C)C#N)N(C=N2)C 5-[5-(6-cyano-4-methyl-pyridin-3-yloxy)-3-methyl-3H-imidazo[4,5-b]pyridin-7-ylamino]-pyridine-2-carboxylic acid ethylamide